O=C1NC(CCC1C1=CC=C(C=C1)NC(CCCCNC(CCCCCCCCOC1=CC(=CC=C1)C=1N=C(SC1)N1CCOCC1)=O)=O)=O N-(5-((4-(2,6-dioxopiperidin-3-yl)-phenyl)amino)-5-oxopentyl)-9-(3-(2-morpholinothiazol-4-yl)phenoxy)-nonanamide